[Si](OC)(OC)(OC)OOC trimethyl methoxy silicate